C[Si](C1C(=CC2=C(C=CC=C12)C1=CC=CC=C1)C)(C1C(=CC2=C(C=CC=C12)C1=CC=CC=C1)C)C dimethyl-di(2-methyl-4-phenyl-indenyl)silane